rac-tert-Butyl (6R,7R)-7-(5-(imidazo[1,2-b]pyridazin-3-ylcarbamoyl)-6-methoxy-2H-indazol-2-yl)-6-methyl-2-azaspiro[3.5]nonane-2-carboxylate N=1C=C(N2N=CC=CC21)NC(=O)C2=CC1=CN(N=C1C=C2OC)[C@H]2[C@@H](CC1(CN(C1)C(=O)OC(C)(C)C)CC2)C |r|